3,5-dichloro-N-(4-(N-(4-methoxyphenyl)sulfamoyl)phenyl)benzamide ClC=1C=C(C(=O)NC2=CC=C(C=C2)S(NC2=CC=C(C=C2)OC)(=O)=O)C=C(C1)Cl